3-[4-[1-[[4-(3-aminopropyl)phenyl]methyl]-4-piperidyl]anilino]piperidine-2,6-dione hydrochloride Cl.NCCCC1=CC=C(C=C1)CN1CCC(CC1)C1=CC=C(NC2C(NC(CC2)=O)=O)C=C1